N[C@@H](C(C)C)C(=O)O[C@@H]1[C@H](O[C@@]([C@@H]1O)(C#N)C1=CC=C2C(=NC=NN21)NC(CCC)=O)CO (2R,3S,4R,5R)-5-(4-butyramidopyrrolo[2,1-f][1,2,4]triazin-7-yl)-5-cyano-4-hydroxy-2-(hydroxymethyl)tetrahydrofuran-3-yl L-valinate